C1(CCCCC1)CN(C)C1=CC=C(C=C1)C N-cyclohexylmethyl-p-tolyl-methylamine